Tert-butyl-4-[4-[[(1R)-1-[3-amino-5-(trifluoromethyl)phenyl]ethyl]amino]-2-chloro-7-methyl-pyrrolo[2,3-d]pyrimidin-6-yl]-3,6-dihydro-2H-pyridine-1-carboxylate C(C)(C)(C)OC(=O)N1CCC(=CC1)C1=CC2=C(N=C(N=C2N[C@H](C)C2=CC(=CC(=C2)C(F)(F)F)N)Cl)N1C